C(C1=CC=CC=C1)S(=O)(=O)NC(=O)C=1N=NC(=CC1)N1CCN(CC1)C(=O)C=1C=NC=C(C1)Br N-benzylsulfonyl-6-[4-(5-bromopyridine-3-carbonyl)piperazin-1-yl]pyridazin-3-carboxamide